C(C)OCC1(CCN(CC1)CC1=CC=C(C=C1)C1=CN=CS1)CCC1=CC=CC=C1 5-(4-((4-(ethoxymethyl)-4-phenethyl-piperidin-1-yl)methyl)phenyl)thiazole